C(C1=CC=CC=C1)OC1=C(C(=CC=C1OC)CC1NC(CC2=CC(=C(C=C12)OCC1=CC=CC=C1)OC)([2H])[2H])CO (2-(benzyloxy)-6-((7-(benzyloxy)-6-methoxy-1,2,3,4-tetrahydroisoquinolin-1-yl-3,3-d)Methyl)-3-methoxyphenyl)methanol